COCCNC.[Na] sodium (2-methoxyethyl)methylamine